(2S)-2-[9H-fluoren-9-ylmethoxycarbonyl-(methyl)amino]-3-(3-pyridyl)propanoic acid C1=CC=CC=2C3=CC=CC=C3C(C12)COC(=O)N([C@H](C(=O)O)CC=1C=NC=CC1)C